(S)-1-(6-(4-(5-(3,5-difluorophenyl)-4,5-dihydro-1H-pyrazole-1-carbonyl)piperazin-1-yl)pyrimidin-4-yl)-3,5-dimethyl-1H-pyrazole-4-carbonitrile FC=1C=C(C=C(C1)F)[C@@H]1CC=NN1C(=O)N1CCN(CC1)C1=CC(=NC=N1)N1N=C(C(=C1C)C#N)C